N-methyl-N-(1-methyl-pyrrolidin-3-yl)-benzamide CN(C(C1=CC=CC=C1)=O)C1CN(CC1)C